C1(CCC1)C1CN(CCC1)C1CCN(CC1)C(=O)C=1N=C(SC1)N(CC1=NC=CC=C1)C [3-cyclobutyl[1,4'-bipiperidine]-1'-yl]{2-[methyl(pyridin-2-ylmethyl)amino]-1,3-thiazol-4-yl}methanone